(3S)-5-chloro-7-[(2,4-difluoro-3-{5-fluoro-2-[(1-isopropylpiperidin-4-yl) amino]quinazolin-6-yl}phenyl)sulfamoyl]-2,3-dihydro-1-benzofuran-3-yl acetate C(C)(=O)O[C@@H]1COC2=C1C=C(C=C2S(NC2=C(C(=C(C=C2)F)C=2C(=C1C=NC(=NC1=CC2)NC2CCN(CC2)C(C)C)F)F)(=O)=O)Cl